CC1=CC=CC(=N1)C1=C(N=CN1)C=1C=C2C=C(C=NC2=CC1)C1=CC(=NC=C1)C(=O)OCCN1CCNCC1 2-piperazin-1-ylethyl 4-[6-[5-(6-methyl-2-pyridyl)-1H-imidazol-4-yl]-3-quinolyl]pyridine-2-carboxylate